BrC1=NN(C=N1)C1=CC=C(C=C1)[N+](=O)[O-] 3-bromo-1-(4-nitrophenyl)-1H-1,2,4-triazole